ClC=1NC(C2=C(C1)N(N=C2)C2=CC=C(C=C2)F)=O 6-chloro-1-(4-fluorophenyl)-1,5-dihydro-4H-pyrazolo[3,4-d]pyridin-4-one